C(C)(C)(C)OC(=O)N1CC(N(CC1)[C@@H](C)C1=C(C(=CC(=C1)F)Cl)CO)=O (S)-4-(1-(3-chloro-5-fluoro-2-(hydroxymethyl)phenyl)ethyl)-3-oxopiperazine-1-carboxylic acid tert-butyl ester